FC(C(C(C(S(=O)(=O)O)(F)F)(F)F)(F)F)(F)F nonafluoro-1-butanesulfonic acid